IC1=CC=C(C=C1)C 1-iodo-4-methylbenzene